BrC=1C=C2C=CC(N(C2=CC1)C1CC1)=O 6-bromo-1-cyclopropylquinolin-2(1H)-one